N(CCC1=CNC=N1)C(C(CC(=O)[O-])(O)C(=O)[O-])C(=O)[O-] Histamine-citrate